ethyl [32-methyl-20-oxo-13-oxa-8,9,10,21-tetraazahexacyclo[19.5.3.216,19.13,7.06,10.024,28]dotriaconta-1(26),3(32),4,6,8,16,18,24,27,30-decaen-2-yl]acetate CC=1C2=C3C=CC1C(C1=CC=C4CCN(C(C5=CC=C(CCOCCN3N=N2)C=C5)=O)CC4=C1)CC(=O)OCC